methyl 2-(7-bromo-4-(difluoromethyl)-1-oxophthalazin-2(1H)-yl)acetate BrC1=CC=C2C(=NN(C(C2=C1)=O)CC(=O)OC)C(F)F